C(#N)C1=C(C=CC=C1)C(C(C)C=1N(C(C(=C(N1)C(=O)[O-])OC)=O)C(C)C)C=1C=NN(C1)C.[Na+] sodium 2-(1-(2-cyanophenyl)-1-(1-methyl-1H-pyrazol-4-yl) propan-2-yl)-1-isopropyl-5-methoxy-6-oxo-1,6-dihydropyrimidine-4-carboxylate